CS(=O)(=O)CC=1C=C(C=CC1N)C1=CC(=C(C=C1)N)CS(=O)(=O)C 3,3'-bis(methylsulfonylmethyl)-1,1'-biphenyl-4,4'-diamine